chloroperbenzoic acid C1=CC=C(C(=C1)C(=O)OO)Cl